Butyl ((4-(4-((2-(1-hydroxyethyl)-1H-imidazol-1-yl)methyl)phenyl)-2-propylthiazol-5-yl)sulfonyl)carbamate OC(C)C=1N(C=CN1)CC1=CC=C(C=C1)C=1N=C(SC1S(=O)(=O)NC(OCCCC)=O)CCC